BrC1=C(C=C(C=N1)N/C(=C(\C(=O)OCC)/F)/C)F ethyl (2E)-3-[(6-bromo-5-fluoropyridin-3-yl)amino]-2-fluorobut-2-enoate